OC1CC(C1)N1C=NC=C1C=O 1-(3-hydroxycyclobutyl)-1H-imidazole-5-carbaldehyde